CN1N=C(C(=C1OCCNC(OC(C)(C)C)=O)C=1C=C2C(=CN1)N(N=C2C=C)C2OCCCC2)C tert-butyl N-[2-[2,5-dimethyl-4-(1-tetrahydropyran-2-yl-3-vinyl-pyrazolo[3,4-c]pyridin-5-yl)pyrazol-3-yl]oxyethyl]carbamate